(R)-N-(1-(4-bromo-3-fluoro-2-methylphenyl)ethyl)-5-(tert-butyl)-1,2,4-oxadiazole-3-carboxamide BrC1=C(C(=C(C=C1)[C@@H](C)NC(=O)C1=NOC(=N1)C(C)(C)C)C)F